ClC1=CC=C(C=C1)NC1=CC(=NC(=N1)N1CCOCC1)CNC(=O)N1C(NCC1)=O N-((6-((4-chlorophenyl)amino)-2-morpholinopyrimidin-4-yl)methyl)-2-oxoimidazolidine-1-carboxamide